C(C)(C)C1=C(OCC(C)=O)C=C(C=C1)C 1-(2-isopropyl-5-methylphenoxy)propan-2-one